ClC=1C=C(C(=NC1)OC)S(=O)(=O)NC1=C(C(=C(C=C1)F)C=1C=CC=2N(C1)C=NC2C=2N(C=CN2)COCC[Si](C)(C)C)C#N 5-chloro-N-[2-cyano-4-fluoro-3-[1-(1-[[2-(trimethylsilyl)ethoxy]methyl]imidazol-2-yl)imidazo[1,5-a]pyridin-6-yl]phenyl]-2-methoxypyridine-3-sulfonamide